COCCNC1=NC=C(C=N1)C1=CC(N(C=C1C=1C=NN(C1)C(C)C1=CC=CC=C1)C)=O 4-(2-((2-methoxyethyl)amino)pyrimidin-5-yl)-1-methyl-5-(1-(1-phenylethyl)-1H-pyrazol-4-yl)pyridin-2(1H)-one